(methoxymethylene)-2-azabicyclo[2.2.1]heptane-2-carboxylic acid tert-butyl ester C(C)(C)(C)OC(=O)N1C2CCC(C1=COC)C2